C(C)(C)(C)OC(=O)N(S(=O)(=O)CN1CC2=CC=CC=C2CC1)C N-tert-butoxycarbonyl-N-methyl-3,4-dihydroisoquinoline-2(1H)-methanesulfonamide